(E)-4-fluoro-3-methyl-aniline FC1=C(C=C(N)C=C1)C